BrC1=CC=CC=2C(=COC21)SC(F)(F)F 7-bromo-3-((trifluoromethyl)thio)benzofuran